[[1,4]Dioxin-2-yl]methanol O1C(=COC=C1)CO